ClC1=C(C=C(C=C1)N1N=CN=C1CN(C(NCC1=NC=NN1C=1C=NC(=CC1)O)=O)CC)F 3-{[1-(4-chloro-3-fluorophenyl)-1H-1,2,4-triazol-5-yl]methyl}-3-ethyl-1-{[1-(6-hydroxypyridin-3-yl)-1H-1,2,4-triazol-5-yl]methyl}urea